C1=CC(=C(C=2CNC3CCC4=C(C3C12)C=C(C(=C4)O)O)O)O 5,6,6a,7,8,12b-hexahydrobenzo[a]phenanthridine-3,4,10,11-tetraol